COC1=CC=C(C=C1)N1C(N(C=C1O)C1CCC2=CC(=CC=C12)/C=C/C(=O)O)O (E)-3-(1-(3-(4-methoxyphenyl)-2,4-dihydroxyimidazol-1-yl)-2,3-dihydro-1H-inden-5-yl)acrylic acid